BrC1=C2C=NN(C2=CC(=C1)C(=O)OC)COCC[Si](C)(C)C methyl 4-bromo-1-{[2-(trimethylsilyl) ethoxy] methyl}-1H-indazole-6-carboxylate